C(N)(=O)[C@@H]1C[C@@]2(CN1C(=O)OCCCC)C(NC=1N2N=C2C=CC(=CC12)Cl)=O r-butyl (3R,5'S)-5'-carbamoyl-8-chloro-2-oxo-1H-spiro[imidazo[1,2-b]indazole-3,3'-pyrrolidine]-1'-carboxylate